COC(=O)C1=C(C=2N(C(=N1)N1CCC3(CC1)[C@@H](C1=CC=CC=C1C3)NS(=O)C(C)(C)C)C=CN2)I 5-((1S)-1-((tert-butylsulfinyl)amino)-1,3-dihydro-spiro[indene-2,4'-piperidine]-1'-yl)-8-iodoimidazo[1,2-c]Pyrimidine-7-carboxylic acid methyl ester